ClC1=C(C=CC(=C1)F)C1(OC(=C(C1=O)OC(C)=O)N)C 2-(2-chloro-4-fluorophenyl)-2-methyl-4-acetoxy-5-amino-3(2H)-furanone